ClC1=CC(=C(C=C1OC)B1OC(C(O1)(C)C)(C)C)F 2-(4-chloro-2-fluoro-5-methoxyphenyl)-4,4,5,5-tetramethyl-1,3,2-dioxaborolane